BrC1=C(C=2CCCCC2C=C1Cl)CO (2-bromo-3-chloro-5,6,7,8-tetrahydronaphthalen-1-yl)methanol